Cl.C(C)N(CC)CCOC(CCCCCCC)=O caprylic acid-N,N-diethylaminoethyl ester hydrochloride